3-(6-isobutoxynaphthalen-2-yl)-1-isopropyl-1H-pyrazolo[3,4-d]pyrimidin-4-amine C(C(C)C)OC=1C=C2C=CC(=CC2=CC1)C1=NN(C2=NC=NC(=C21)N)C(C)C